O=C1NC(CCC1N1C(C2=CC=CC(=C2C1)C#CCCC=O)=O)=O 5-(2-(2,6-dioxopiperidin-3-yl)-1-oxoisoindolin-4-yl)pent-4-ynal